2-(5-(2,5-dichloropyrimidin-4-yl)-1H-benzo[d]imidazol-1-yl)ethanol ClC1=NC=C(C(=N1)C1=CC2=C(N(C=N2)CCO)C=C1)Cl